(R)-6-benzyl-8-((S)-4-benzyl-2-oxooxazolidine-3-carbonyl)-2,6-diazaspiro[3.4]octane-2-carboxylic acid tert-butyl ester C(C)(C)(C)OC(=O)N1CC2(C1)CN(C[C@@H]2C(=O)N2C(OC[C@@H]2CC2=CC=CC=C2)=O)CC2=CC=CC=C2